Cl.C1NCC12C[C@@H](CC2)[NH+]2CCOCC2 (R)-4-(2-azaspiro[3.4]oct-6-yl)morpholinium HCl salt